C(C)(C)(C)OC(=O)N(C1CN(CC1)C1=NC=C(C(=N1)OCC)C(=O)OCC)C ethyl 2-(3-((tert-butoxycarbonyl)(methyl)amino)pyrrolidin-1-yl)-4-ethoxypyrimidine-5-carboxylate